FC1(CCC(CC1)NS(=O)(=O)C1=CC2=C(N=C(S2)C=2CCN(CC2)C(=O)OC(C)(C)C)C=C1)F tert-butyl 4-(6-(N-(4,4-difluorocyclohexyl)sulfamoyl)benzo[d]thiazol-2-yl)-3,6-dihydropyridine-1(2H)-carboxylate